cyclohexyltri(cyclohexoxy)silane C1(CCCCC1)[Si](OC1CCCCC1)(OC1CCCCC1)OC1CCCCC1